(2R,3S,4S,5R,6R)-4,5-bis(acetyloxy)-6-[2-(diethoxyphosphoryl)ethyl]-2-(4-{[(hex-5-yn-1-yl)carbamoyl]amino}-2-methylphenoxy)oxanyl acetate C(C)(=O)O[C@]1(O[C@@H]([C@@H]([C@H](C1)OC(C)=O)OC(C)=O)CCP(=O)(OCC)OCC)OC1=C(C=C(C=C1)NC(NCCCCC#C)=O)C